5-bromo-2-(2,3-dichlorophenyl)sulfanyl-3-methyl-pyridine BrC=1C=C(C(=NC1)SC1=C(C(=CC=C1)Cl)Cl)C